2,6-DIMETHOXY-N-(3-(1-ETHYL-1-METHYLPROPYL)-5-ISOXAZOLYL)BENZAMIDE COC1=C(C(=O)NC2=CC(=NO2)C(CC)(C)CC)C(=CC=C1)OC